BrC=1C=C(C(=NC1)NC1(CC1)C1=C(C=CC=C1F)F)F 5-bromo-N-(1-(2,6-difluorophenyl)cyclopropyl)-3-fluoropyridin-2-amine